COC(=O)C=1C=C(C=CC1)C1(CC1)N(C(=O)C=1N=CN2C1CN(CC2)C(=O)OC(C)(C)C)C tert-butyl 1-(1-[3-(methoxycarbonyl)phenyl]cyclopropyl(methyl)carbamoyl)-5H,6H,7H,8H-imidazo[1,5-a]pyrazine-7-carboxylate